tert-butyl (7-((3aS,4S,6aS)-6,6-bis(hydroxymethyl)-2,2-dimethyltetrahydrofuro[3,4-d][1,3]dioxol-4-yl)thieno[3,2-d]pyrimidin-4-yl)carbamate OCC1(O[C@H]([C@H]2[C@@H]1OC(O2)(C)C)C2=CSC1=C2N=CN=C1NC(OC(C)(C)C)=O)CO